ClC1=CC=C(CN2CCN(C3=CC=CC=C23)C(CN2CCCCC2)=O)C=C1 1-(4-(4-chlorobenzyl)-3,4-dihydroquinoxalin-1(2H)-yl)-2-(piperidin-1-yl)ethan-1-one